(S)-3-(3-(1-amino-3-(hydroxymethyl)cyclobutyl)-1,2,4-oxadiazol-5-yl)-3-(3-((S)-1-carboxy-2-hydroxyethyl)ureido)propionic acid NC1(CC(C1)CO)C1=NOC(=N1)[C@H](CC(=O)O)NC(=O)N[C@@H](CO)C(=O)O